4-((2-hydroxyethyl)(2-((2-hydroxyethyl)amino)ethyl)amino)butyric acid decyl ester C(CCCCCCCCC)OC(CCCN(CCNCCO)CCO)=O